4-(3-((6-methyl-1H-benzo[d]imidazol-5-yl)amino)-1H-pyrazol-5-yl)phenol CC=1C(=CC2=C(NC=N2)C1)NC1=NNC(=C1)C1=CC=C(C=C1)O